hydroxyoleic acid OC(C(=O)O)CCCCCC\C=C/CCCCCCCC